(R)-N-(4-((1-(3-amino-5-(trifluoromethyl)phenyl)ethyl)amino)-6-(pyrrolidin-1-yl)pyrido[3,4-d]pyrimidin-2-yl)-2-methoxyacetamide NC=1C=C(C=C(C1)C(F)(F)F)[C@@H](C)NC=1C2=C(N=C(N1)NC(COC)=O)C=NC(=C2)N2CCCC2